ClC=1C=C2C(=NC(N(C2=CC1C1CC1)C1=C(C=CC=C1)Cl)=O)NC[C@@H](C)O (R)-6-chloro-1-(2-chlorophenyl)-7-cyclopropyl-4-((2-hydroxypropyl)-amino)-quinazolin-2(1H)-one